FC=1C=C(C#N)C=C(C1)NC1=CC=C(C=C1)F 3-fluoro-5-((4-fluorophenyl)amino)benzonitrile